OC(C#N)C1=CC=CC2=C1N=C(S2)C 2-hydroxy-2-(2-methylbenzo[D]thiazol-4-yl)acetonitrile